N1CCC(CC1)C=1NC2=C(N1)C=CC=C2 2-(4-piperidinyl)benzimidazole